[N+](=O)([O-])C1=CC=C(O1)CN1CCN(CC1)C(=O)OC Methyl 4-[(5-nitrofuran-2-yl)methyl]piperazine-1-carboxylate